C(C(C)C)N1C(N(SC1=O)CCN1CCOCC1)=O 4-Isobutyl-2-(2-morpholinoethyl)-1,2,4-thiadiazolidine-3,5-dione